C1(CC1)C=1C(=NC(=NC1)NC=1C=C2CCN(CC2=CC1)C)NCCCN1C(CCC1)=O 1-[3-[[5-cyclopropyl-2-[(2-methyl-3,4-dihydro-1H-isoquinolin-6-yl)amino]pyrimidin-4-yl]amino]propyl]pyrrolidin-2-one